N,N-diethyl-2-(2-methyl-1H-indol-3-yl)ethanamine C(C)N(CCC1=C(NC2=CC=CC=C12)C)CC